(R)-(3',6'-Dihydro-2'H-[2,1':4',3'']terpyridine-5''-yl)-(1,3-dimethyl-azetidin-3-yl)-(4-isopropyl-phenyl)-methanol N1=C(C=CC=C1)N1CCC(=CC1)C=1C=NC=C(C1)[C@@](O)(C1=CC=C(C=C1)C(C)C)C1(CN(C1)C)C